4-(4-methyl-1-piperazinyl)phenylboronic acid CN1CCN(CC1)C1=CC=C(C=C1)B(O)O